COC=1C=C(C=CC1OC)C=1NC2=CC=C(C=C2C1CC)C(=O)OC methyl 2-(3,4-dimethoxyphenyl)-3-ethyl-1H-indole-5-carboxylate